ethyl-N-(2,3-bis(tetradecyloxy)propyl)carbamate C(C)OC(NCC(COCCCCCCCCCCCCCC)OCCCCCCCCCCCCCC)=O